C1(CC1)N1C(=NC2=C1C=C(C(=C2)F)F)N2C=NC=1C=NC(=CC12)C(=O)O 1-(1-cyclopropyl-5,6-difluoro-1H-benzo[d]imidazol-2-yl)-1H-imidazo[4,5-c]pyridine-6-carboxylic acid